1-(4-(1-(4-cyclopropylphenyl)azetidin-3-yl)-2,6-dimethylbenzyl)-3-methylazetidin-3-ol C1(CC1)C1=CC=C(C=C1)N1CC(C1)C1=CC(=C(CN2CC(C2)(O)C)C(=C1)C)C